FC1=CC=C(C=C1)S(=O)CP(OCC)(OCC)=O diethyl [(4-fluorobenzenesulfinyl)methyl]phosphonate